7-(5-chloro-2-(2-(2-methyl-6-(4-methylpiperazin-1-yl)-4-oxo-7-(trifluoromethyl)pyrido[3,2-d]pyrimidin-3(4H)-yl)ethoxy)phenyl)-5-methylthieno[3,2-b]pyridine-3-carboxylic acid ClC=1C=CC(=C(C1)C1=C2C(=NC(=C1)C)C(=CS2)C(=O)O)OCCN2C(=NC1=C(C2=O)N=C(C(=C1)C(F)(F)F)N1CCN(CC1)C)C